COC(=O)C1(CC=C(C=C1)C1=CC=CC=C1)C(=O)OC biphenyl-4,4-dicarboxylic acid dimethyl ester